FC(C=1C(=C(C=C2NC(C=3N(C12)C(=NN3)C)(C)C)F)C3=C1C=CN(C1=CC(=C3)F)CCOC)F 9-(Difluoro-methyl)-7-fluoro-8-[6-fluoro-1-(2-methoxy-ethyl)-1H-indol-4-yl]-1,4,4-trimethyl-5H-[1,2,4]triazolo[4,3-a]quinoxaline